C(C)NC1CCN(CC1)C=1C2=CN(N=C2C(=CC1)C(=O)NC=1C=C(C=2N(C1)C=C(N2)CO)F)C 4-[4-(ethylamino)-1-piperidyl]-N-[8-fluoro-2-(hydroxymethyl)imidazo[1,2-a]pyridin-6-yl]-2-methyl-indazole-7-carboxamide